diethyl 1-phenyl-1,3-dihydro-2H-cyclopenta[b]benzofuran-2,2-dicarboxylate C1(=CC=CC=C1)C1C(CC=2OC3=C(C21)C=CC=C3)(C(=O)OCC)C(=O)OCC